IC1=C(C#N)C=CC=C1.[Na] Sodium iodobenzonitrile